tert-butyl (S)-(3-cyano-1-(hexylamino)-1-oxopropan-2-yl)carbamate C(#N)C[C@@H](C(=O)NCCCCCC)NC(OC(C)(C)C)=O